1-((2-chlorophenyl)sulfonyl)piperazine ClC1=C(C=CC=C1)S(=O)(=O)N1CCNCC1